6-(morpholine-4-carbonyl)quinolin N1(CCOCC1)C(=O)C=1C=C2C=CC=NC2=CC1